[1-(4-amino-8-methoxy-5,5-dimethyl-6H-benzo[h]quinazolin-7-yl)azetidin-3-yl]methanol NC1=NC=NC=2C3=C(CC(C12)(C)C)C(=C(C=C3)OC)N3CC(C3)CO